C1(CCC1)N1CCC(CC1)OC1=CC=C(C=C1)NC(=O)NCCN1CCCC1 1-(4-((1-cyclobutylpiperidin-4-yl)oxy)phenyl)-3-(2-(pyrrolidin-1-yl)ethyl)urea